FC1=NC=CC=C1C1=C(C=NC=C1)N 2-fluoro-[3,4'-bipyridin]-3'-amine